C(C)(C)(C)OC(=O)N1CCC(CC1)C1=C(C(=CC=C1)C(C=CC1=C(C=C(C=C1)Cl)F)O)O 4-(3-(3-(4-Chloro-2-fluorophenyl)-1-hydroxyallyl)-2-hydroxyphenyl)piperidine-1-carboxylic acid tert-butyl ester